(2s,5r)-5-(2-chlorophenyl)-1-(4-(piperidin-1-yl)benzoyl)pyrrolidine-2-carboxylic acid ClC1=C(C=CC=C1)[C@H]1CC[C@H](N1C(C1=CC=C(C=C1)N1CCCCC1)=O)C(=O)O